C(C)(C)(C)OC(=O)N[C@H](C(=O)NCC1=CC(=CC=C1)C(F)(F)F)CC1=CC=C(C=C1)OC(=O)OC(C)(C)C (2S)-2-[(tert-butoxycarbonyl)amino]-3-{4-[(tert-butoxycarbonyl)hydroxy]phenyl}-N-[3-(trifluoromethyl)benzyl]propanamide